N1(CCNCC1)C(=O)OC=1SC(C(N1)=O)C(C)(C)C tert-butyl-(4-oxo-4,5-dihydrothiazol-2-yl) piperazine-1-carboxylate